(2R)-2-amino-6-(2,5-dioxopyrrol-1-yl)hexanoic acid hydrochloride Cl.N[C@@H](C(=O)O)CCCCN1C(C=CC1=O)=O